6,6'-(2,2'-dichloro-[1,1'-biphenyl]-3,3'-diyl)bis(3-(((S)-5-oxopyrrolidin-2-yl)methyl)-3,7-dihydro-4H-pyrrolo[2,3-d]pyrimidin-4-one) ClC1=C(C=CC=C1C1=CC2=C(N=CN(C2=O)C[C@H]2NC(CC2)=O)N1)C1=C(C(=CC=C1)C1=CC2=C(N=CN(C2=O)C[C@H]2NC(CC2)=O)N1)Cl